FC1=C(C=C(C=C1C(F)(F)F)C1=C(C=C(C=C1OCCCC=C)C)C)[C@H](CC(=O)OCC)NC([C@@H](CC=C)O)=O Ethyl (S)-3-(4-fluoro-2',4'-dimethyl-6'-(pent-4-en-1-yloxy)-5-(trifluoromethyl)-[1,1'-biphenyl]-3-yl)-3-((R)-2-hydroxypent-4-enamido)propanoate